phenanthren-3-yl acetate C(C)(=O)OC=1C=CC=2C=CC3=CC=CC=C3C2C1